(R)-N-(5-((1R,5S)-1-(2-chloro-5-fluorophenyl)-2-azabicyclo[3.1.0]hexan-2-yl)pyrazolo[1,5-a]pyrimidin-3-yl)-3-hydroxypyrrolidine-1-carboxamide ClC1=C(C=C(C=C1)F)[C@@]12N(CC[C@H]2C1)C1=NC=2N(C=C1)N=CC2NC(=O)N2C[C@@H](CC2)O